2-(2-phenyl-1H-benzimidazol-5-yl)-5-(piperidin-1-yl)isoindolin-1-one C1(=CC=CC=C1)C1=NC2=C(N1)C=CC(=C2)N2C(C1=CC=C(C=C1C2)N2CCCCC2)=O